[2-(dimethylamino)ethyl-sulfamoyl-amino]-1-methyl-pyrazole CN(CCN(S(N)(=O)=O)C1=NN(C=C1)C)C